4-(2-Aminopropane-2-yl)-6-(isopropyl-(methyl)amino)-2,3-dihydro-1H-pyrrolo[3,4-c]pyridin-1-one NC(C)(C)C1=NC(=CC2=C1CNC2=O)N(C)C(C)C